1-cyclopentyl-N-((5-(5-(difluoromethyl)-1,3,4-oxadiazol-2-yl)pyridin-2-yl)methyl)-4-fluoro-N-phenylpiperidine-4-carboxamide C1(CCCC1)N1CCC(CC1)(C(=O)N(C1=CC=CC=C1)CC1=NC=C(C=C1)C=1OC(=NN1)C(F)F)F